COC1=CC=C(CNC2=NC=C(C3=C2C=NN3C)NC(C(=O)O)=O)C=C1 2-((4-((4-methoxybenzyl)amino)-1-methyl-1H-pyrazolo[4,3-c]pyridin-7-yl)amino)-2-oxoacetic acid